CC1(CCC(CC1)NC=1N=CC2=C(N1)NC=C2C=2C=C1N=CC=NC1=CC2)NC(C)=O N-((1r,4r)-1-methyl-4-((5-(quinoxalin-6-yl)-7H-pyrrolo[2,3-d]pyrimidin-2-yl)amino)cyclohexyl)acetamide